2-(3,6-dimethoxy-5-(6,6,6-trifluorohexyl)pyridin-2-yl)ethan-1-amine COC=1C(=NC(=C(C1)CCCCCC(F)(F)F)OC)CCN